methyl-ethyl-phosphinic acid aluminum salt [Al+3].CP([O-])(=O)CC.CP([O-])(=O)CC.CP([O-])(=O)CC